[3-[4-(hydroxymethyl)phenyl]-4-[(1-methylcyclopropyl)methoxy]phenyl]-[4-(5-methyl-[1,3]oxazolo[4,5-b]pyridin-2-yl)piperazin-1-yl]methanone OCC1=CC=C(C=C1)C=1C=C(C=CC1OCC1(CC1)C)C(=O)N1CCN(CC1)C=1OC=2C(=NC(=CC2)C)N1